BrC1=CC2=C(N=C(N=C2N[C@H](C)C2=CC(=CC=C2)C(CO)(F)F)C)N(C1=O)C 6-bromo-4-[[(1R)-1-[3-(1,1-difluoro-2-hydroxyethyl)phenyl]ethyl]amino]-2,8-dimethyl-pyrido[2,3-d]pyrimidin-7-one